C1(CC1)COC([C@H](CC(C)C)NC(=O)OC(C)(C)C)=O (S)-2-((tert-Butoxycarbonyl)amino)-4-methylpentanoic acid cyclopropylmethyl ester